BrN1N=CN=C1 2-bromo-[1,2,4]triazol